(S)-2-phenethyl-4-((trifluoromethyl)sulfonyl)-2,3,4,5-tetrahydro-1H-benzo[e][1,4]diazepine C(CC1=CC=CC=C1)[C@H]1CN(CC2=C(N1)C=CC=C2)S(=O)(=O)C(F)(F)F